tetraphosphorus hexaoxide O1P2OP3OP1OP(O2)O3